4-(3,4-difluorophenyl)-1-(3-(pyridin-4-yl)bicyclo[1.1.1]pentan-1-yl)piperidin-2-one FC=1C=C(C=CC1F)C1CC(N(CC1)C12CC(C1)(C2)C2=CC=NC=C2)=O